henicosyl behenate C(CCCCCCCCCCCCCCCCCCCCC)(=O)OCCCCCCCCCCCCCCCCCCCCC